(3R)-3-aminopyrrolidine-1-carboxylic acid benzyl ester C(C1=CC=CC=C1)OC(=O)N1C[C@@H](CC1)N